[2-[4-[(5-Cyclobutyl-1H-pyrazol-3-yl)amino]pyrimidin-2-yl]-2-azabicyclo[2.2.1]heptan-4-yl]methanol C1(CCC1)C1=CC(=NN1)NC1=NC(=NC=C1)N1C2CCC(C1)(C2)CO